1,2-bis(triethoxysilyl)Ethane C(C)O[Si](CC[Si](OCC)(OCC)OCC)(OCC)OCC